CC(C=CC)=O 3-Penten-2-One